CON(C(=O)C1C(CN(CC1)C(=O)OC(C)(C)C)C)C tert-Butyl 4-(methoxy(methyl)carbamoyl)-3-methylpiperidine-1-carboxylate